4-amino-5-(but-3-en-1-yloxy)-2-fluoro-N-methylbenzamide NC1=CC(=C(C(=O)NC)C=C1OCCC=C)F